C(CCC\C=C\C=C\CCCC)O (E,E)-5,7-dodecadienol